BrC=1N=C2C(=C(C(N(C2=CC1)C)=O)C#N)N1CCN(CC1)CC1=C(C=C(C=C1)OC)O 6-bromo-4-{4-[(2-hydroxy-4-methoxyphenyl)methyl]piperazin-1-yl}-1-methyl-2-oxo-1,2-dihydro-1,5-naphthyridine-3-carbonitrile